CC1=CC=C(C(=O)SSC(C2=CC=C(C=C2)C)=O)C=C1 bis(4-methylbenzoyl) disulphide